FC(C1=CC=C(C=C1)N1C2=C(OC(C1)CNC(C=C)=O)C=CC=C2)(F)F N-((4-(4-(trifluoromethyl)phenyl)-3,4-dihydro-2H-benzo[b][1,4]oxazin-2-yl)methyl)acrylamide